[Si](C)(C)(C(C)(C)C)OCC(=C)N1C(N=C(C=C1)C(F)(F)F)C1=CC(=C(C=C1)OC)OCCC 3-((tert-butyl-dimethylsilyloxy)prop-1-en-2-yl)-2-(4-methoxy-3-propoxyphenyl)-6-(trifluoromethyl)pyrimidine